CC([C@H](CC(=O)O)NC)C (S)-4-methyl-3-(methylamino)pentanoic acid